2-bromo-N-(2-((5-methoxy-2-nitrophenyl)amino)ethyl)acetamide BrCC(=O)NCCNC1=C(C=CC(=C1)OC)[N+](=O)[O-]